1-[1-(2,6-dioxo-3-piperidyl)-3-methyl-2-oxo-benzimidazol-5-yl]azetidine-3-carbaldehyde O=C1NC(CCC1N1C(N(C2=C1C=CC(=C2)N2CC(C2)C=O)C)=O)=O